(S)-(8-chloroisochroman-1-yl)-methylamine ClC=1C=CC=C2CCO[C@@H](C12)NC